ClC=1C(=C(C=CC1F)NC1=NC=NC2=CC=C(C(=C12)C1=CC(=C(C=C1)OC)OC)NC(\C=C\CN(C)C)=O)F (E)-N-(4-((3-chloro-2,4-difluorophenyl)amino)-5-(3,4-dimethoxyphenyl)quinazolin-6-yl)-4-(dimethylamino)but-2-enamide